N(=[N+]=[N-])[C@H]1[C@@H]([C@H](N(C1)C(=O)OC(C)(C)C)C(NC1=NC(=CC=C1)Br)=O)F (2R,3R,4R)-tert-Butyl 4-azido-2-(6-bromopyridin-2-ylcarbamoyl)-3-fluoropyrrolidine-1-carboxylate